N[C@@H](CCCN)C(=O)O |r| racemic-DL-ornithine